Benzyl (3S,5S)-3-((8-cyclopropyl-6-(2,3-difluoro-4-((phenylmethyl)sulfonamido)phenyl)-7-oxo-7,8-dihydropyrido[2,3-d]pyrimidin-2-yl)amino)-5-fluoropiperidine-1-carboxylate C1(CC1)N1C(C(=CC2=C1N=C(N=C2)N[C@@H]2CN(C[C@H](C2)F)C(=O)OCC2=CC=CC=C2)C2=C(C(=C(C=C2)NS(=O)(=O)CC2=CC=CC=C2)F)F)=O